OCCN(CCCCCCCC(=O)OC(CCCCCCCC)CCCCCCCC)CCCCCCOC(=O)OCCCCCCC(C(F)(F)F)(F)F heptadecan-9-yl 8-((2-hydroxyethyl)(6-((((7,7,8,8,8-pentafluorooctyl)oxy)carbonyl)oxy)hexyl)amino)octanoate